NC1=C(SC2=NC(=CC=C21)C)C(=O)N[C@H]2COC1=CC(=CC=C1C2)N2CC(C(C2)OC)NC(OC(C)(C)C)=O Tert-Butyl (1-((R)-3-(3-amino-6-methylthieno[2,3-b]pyridine-2-carboxamido)chroman-7-yl)-4-methoxypyrrolidin-3-yl)carbamate